N=1C=NN2C1C=C(C=C2)C2=CNC=1N(CN=CC12)CC(C)(C)F 5-([1,2,4]triazolo[1,5-a]pyridin-7-yl)-N-(2-fluoro-2-methylpropyl)-7H-pyrrolo[2,3-d]pyrimidin